COC(=O)C=1C=NC=CC1NC1=CC(=NC2=C1OCCN2)C2=NC(=CC=C2)C 4-{[6-(6-methylpyridin-2-yl)-2H,3H,4H-pyrido[3,2-b][1,4]Oxazin-8-yl]Amino}pyridine-3-carboxylic acid methyl ester